Cl.FC1(CN(CCC1)N)F 3,3-difluoropiperidin-1-amine hydrochloride